C12(CC3CC(CC(C1)C3)C2)NC(CNC2=NC(=NC=C2)OC)=O N-(adamantan-1-yl)-2-((2-methoxypyrimidin-4-yl)amino)acetamide